C(C1=CC=CC=C1)NC1=NN2C(S1)=NC=C2C=2C=C(C(=O)N(C)C)C=CC2 3-[2-(benzyl-amino)imidazo[2,1-b][1,3,4]thiadiazol-5-yl]-N,N-dimethyl-benzamide